N=1NN=NC1C1=CC=C(C=C1C1=CC=C(C=C1)CN1C(=NC(=C1C(=O)N(C)C)Cl)CCCC)C1=CC=CC=C1 1-((6'-(2H-tetrazol-5-yl)-[1,1':3',1''-terphenyl]-4-yl)methyl)-2-butyl-4-chloro-N,N-dimethyl-1H-imidazole-5-carboxamide